6-(2-(methylsulfonyl)pyrimidin-5-yl)hex-5-ynylamide CS(=O)(=O)C1=NC=C(C=N1)C#CCCCC[NH-]